2-Methyl-3-(2-hydroxy)ethyl-9-hydroxy-6,7,8,9-tetrahydro-4H-pyrido[1,2-a]pyrimidin-4-one CC=1N=C2N(C(C1CCO)=O)CCCC2O